1-amino-N-(4-hydroxyphenylethyl)-3,6,9,12,15,18,21,24-octaoxaheptacosane-27-carboxamide trifluoroacetate FC(C(=O)O)(F)F.NCCOCCOCCOCCOCCOCCOCCOCCOCCCC(=O)NCCC1=CC=C(C=C1)O